Methyl 3-(6-(((3S,4S)-1-(tert-butoxycarbonyl)-4-fluoropyrrolidin-3-yl)amino)pyridin-2-yl)imidazo[1,2-a]pyridine-7-carboxylate C(C)(C)(C)OC(=O)N1C[C@@H]([C@H](C1)F)NC1=CC=CC(=N1)C1=CN=C2N1C=CC(=C2)C(=O)OC